6-Chloro-N-[6-(2,2-difluoroethoxy)-5-fluoro-2-methoxypyridin-3-yl]-1H-indole-3-sulfonamide ClC1=CC=C2C(=CNC2=C1)S(=O)(=O)NC=1C(=NC(=C(C1)F)OCC(F)F)OC